tert-Butyl (2R,5S)-4-(6-chloro-1-(2-ethynyl-4-isopropyl-6-methylpyrimidin-5-yl)-7-(2-fluorophenyl)-2-oxo-1,2-dihydropyrido[2,3-d]pyrimidin-4-yl)-2,5-dimethylpiperazine-1-carboxylate ClC1=CC2=C(N(C(N=C2N2C[C@H](N(C[C@@H]2C)C(=O)OC(C)(C)C)C)=O)C=2C(=NC(=NC2C)C#C)C(C)C)N=C1C1=C(C=CC=C1)F